FC(OC1=C(C=CC(=C1)C(F)(F)F)C1=C2C(=C(N=N1)N[C@H]1CNCCC1)C=NC=C2)F 1-[2-(difluoromethoxy)-4-(trifluoromethyl)phenyl]-N-[(3R)-piperidin-3-yl]pyrido[3,4-d]pyridazin-4-amine